1-{5-[1-(2,3-dimethylphenyl)ethyl]-1H-imidazol-1-yl}-2-methylpropan-2-en-1-one CC1=C(C=CC=C1C)C(C)C1=CN=CN1C(C(=C)C)=O